4-(3,5-Difluorobenzyl)-2-methyl-3,4-dihydro-2H-benzo[b][1,4]thiazin-6-amine hydrochloride Cl.FC=1C=C(CN2C3=C(SC(C2)C)C=CC(=C3)N)C=C(C1)F